5-{2-amino-[1,2,4]triazolo[1,5-a]pyridin-7-yl}-N-{[2-(cyclobutylmethoxy)phenyl]methyl}-2-ethoxypyridine-3-carboxamide NC1=NN2C(C=C(C=C2)C=2C=C(C(=NC2)OCC)C(=O)NCC2=C(C=CC=C2)OCC2CCC2)=N1